Cl.O(C1=CC=CC=C1)[C@H]1CN(CC1)C1(CCOCC1)C(=O)N[C@@H](C)C1=CC=C(C(=O)O)C=C1 4-[(1S)-1-[[4-((3R)-3-Phenoxypyrrolidin-1-yl)tetrahydropyran-4-carbonyl]amino]ethyl]benzoic acid, hydrochloride